OCC(C(=O)[O-])C 3-hydroxy-2-methylpropionate